Methyl 2-methylene-3-(2-oxa-6-azaspiro[3.3]heptan-6-yl)butanoate C=C(C(=O)OC)C(C)N1CC2(COC2)C1